N1=NC=CC2=C1C=CC=C2 benzo-pyridazine